2-((1r,4r)-4-(2-(4-hydroxypiperidine-1-carbonyl)imidazo[4,5-d]Pyrrolo[2,3-b]Pyridine-1(6H)-yl)cyclohexyl)acetonitrile OC1CCN(CC1)C(=O)C1=NC=2C(=C3C(=NC2)NC=C3)N1C1CCC(CC1)CC#N